6-fluoro-2-oxo-4-(piperazin-1-ylmethyl)-2H-benzopyran-7-yl dimethylcarbamate CN(C(OC1=CC2=C(C(=CC(O2)=O)CN2CCNCC2)C=C1F)=O)C